4-[[[5-fluoro-6-[methyl-[(4-pyrazol-1-ylphenyl)methyl]amino]pyrimidin-4-yl]amino]methyl]-N-(2-methoxyethyl)benzenesulfonamide FC=1C(=NC=NC1N(CC1=CC=C(C=C1)N1N=CC=C1)C)NCC1=CC=C(C=C1)S(=O)(=O)NCCOC